tert-butyl (3S,4R)-4-(3-cyanophenyl)-3-((dimethylamino)methyl)-4-hydroxypiperidine-1-carboxylate C(#N)C=1C=C(C=CC1)[C@@]1([C@H](CN(CC1)C(=O)OC(C)(C)C)CN(C)C)O